(3-hydroxy-2,3-dimethyl-butyl) 4-methylbenzenesulfonate CC1=CC=C(C=C1)S(=O)(=O)OCC(C(C)(C)O)C